FC(S(=O)(=O)OC1=NC(=NC=2CC3(CCC12)CCCC1=CC=C(C=C13)OCC1=CC=CC=C1)SC)(F)F 7-(Benzyloxy)-2'-(methylthio)-3,4,5',8'-tetrahydro-2H,6'H-spiro[naphthalene-1,7'-quinazolin]-4'-yl trifluoromethanesulfonate